CC1(OB(OC1(C)C)C1=C[C@@H]2CC[C@H](C1)N2C(=O)OC(C)(C)C)C tert-butyl (1s,5r)-3-(4,4,5,5-tetramethyl-1,3,2-dioxaborolan-2-yl)-8-azabicyclo[3.2.1]oct-2-ene-8-carboxylate